ethyl (2R)-2-(dibenzylamino)-3-hydroxy-propanoate C(C1=CC=CC=C1)N([C@@H](C(=O)OCC)CO)CC1=CC=CC=C1